diethyl-7-(methylamino)-5-((2-oxo-2H-[1,2'-bipyridyl]-3-yl)amino)pyrazolo[1,5-a]pyrimidine-3-carboxamide C(C)C=1C(=NC=2N(C1NC)N=C(C2C(=O)N)CC)NC=2C(N(C=CC2)C2=NC=CC=C2)=O